OC1=C(C=C(C=C1)N1CCN(CC1)C(=O)C1=CC(=C(C#N)C=C1)C1=CC(=CC(=C1)OC)OC)C(F)(F)F 4-[(4-(4-hydroxy-3-(trifluoromethyl)phenyl)piperazin-1-yl)carbonyl]-2-(3,5-dimethoxyphenyl)benzonitrile